9-(2,6-difluoro-4-((1-(3-fluoropropyl)azetidin-3-ylidene)methyl)phenyl)-8-(2,4-difluorophenyl)-6,7-dihydro-5H-benzo[7]annulene-3-carboxylic acid FC1=C(C(=CC(=C1)C=C1CN(C1)CCCF)F)C1=C(CCCC2=C1C=CC(=C2)C(=O)O)C2=C(C=C(C=C2)F)F